CC1(OC(C1)(C1=CC=CC=C1)CCN)C [2-(2,2-dimethyl-4-phenyloxetan-4-yl)ethyl]amine